N1-(1H-Benzimidazol-2-ylmethyl)-N1-(S)-3,4-dihydro-2H-pyrano[3,2-b]pyridin-4-yl-butane-1,4-diamine N1C(=NC2=C1C=CC=C2)CN(CCCCN)C2CCOC=1C2=NC=CC1